2-(α-naphthoylmethylene)-3-methylbenzothiazolin C1(=CC=CC2=CC=CC=C12)C(=O)C=C1SC2=C(N1C)C=CC=C2